ClC=1C=CC(=C(C1)C=1N=CN(C(C1)=O)C(C(=O)NC1=CC=C(C(=O)O)C=C1)CC1=CC=CC=C1)N1N=NC(=C1)Cl 4-(2-(4-(5-chloro-2-(4-chloro-1H-1,2,3-triazol-1-yl)phenyl)-6-oxopyrimidin-1(6H)-yl)-3-phenylpropionamido)benzoic acid